FC(C(=O)N)(C1=C(C=C(C=C1)F)OCC(F)(F)F)F difluoro-2-(4-fluoro-2-(2,2,2-trifluoroethoxy)phenyl)acetamide